P(=O)(=O)O[C@](CC(=O)O)(C)CCO.C1CN(CCC12CCNCC2)C2=CC=C(C=C2)NC=2C(=NC=C(N2)N2C[C@@H](CCC2)N2C(N(CC2)C)=O)C(=O)N (R)-3-((4-(3,9-diazaspiro[5.5]undecan-3-yl)phenyl)amino)-5-(3-(3-methyl-2-oxoimidazolidin-1-yl)piperidin-1-yl)pyrazine-2-carboxamide phosphomevalonate